N-phenyl-4-(piperazin-1-yl)naphthalene-1-sulfonamide C1(=CC=CC=C1)NS(=O)(=O)C1=CC=C(C2=CC=CC=C12)N1CCNCC1